9-hydroxy-8-(piperidin-1-ylmethyl)benzo[5,6]oxazepin OC1=C(C=CC=2C=CC=NOC21)CN2CCCCC2